5-(3-tert-butoxyazetidin-1-yl)-2-[[5-(4-chloro-2-fluoro-phenyl)-3-methyl-triazol-4-yl]methyl]pyridazin-3-one C(C)(C)(C)OC1CN(C1)C1=CC(N(N=C1)CC=1N(N=NC1C1=C(C=C(C=C1)Cl)F)C)=O